4-N-acetyl-2'-O-methylcytidine C(C)(=O)NC1=NC(N([C@H]2[C@H](OC)[C@H](O)[C@@H](CO)O2)C=C1)=O